S(=O)(=O)(O)CCC[N+]1=C2C=CC=C(C2=CC2=CC=CC=C12)C(=O)N 10-(3-sulfopropyl)acridiniumcarboxamide